COC=1C=C(C=CC1)C=1N=C(NC1)C1COC2=CC=C(C=C2C1)ON1C(CCC2=CC=CN=C12)=O [3-[4-(3-methoxyphenyl)-1H-imidazol-2-yl]chroman-6-yl]oxy-3,4-dihydro-1H-1,8-naphthyridin-2-one